C1(CC1)COC1=C(C=CC(=N1)C(=O)N[C@H](COCCF)CC(C)C)N1CC(C1)OC 6-(Cyclopropylmethoxy)-N-[(2S)-1-(2-fluoroethoxy)-4-methylpentan-2-yl]-5-(3-methoxyazetidin-1-yl)pyridine-2-carboxamide